OC1(C=C)CC(=CC=C1)O 1,3-dihydroxystyrene